C12CCCC(CC1)N2 8-azabicyclo[3.2.1]octane